1-isopropyl-N-((1S)-2-((4-(2-methoxy-1-(4,4,4-trifluorobutanamido)ethyl)pyridin-2-yl)amino)-1-((1r,4S)-4-methylcyclohexyl)-2-oxoethyl)-1H-pyrazole-5-carboxamide C(C)(C)N1N=CC=C1C(=O)N[C@H](C(=O)NC1=NC=CC(=C1)C(COC)NC(CCC(F)(F)F)=O)C1CCC(CC1)C